CC1C2=CN(N=C2C2=C(C1)OC(=C2C)C(=O)NC[C@H]2OCCC2)CC2=NC=CC=C2 4,8-Dimethyl-N-{[(2S)-oxolan-2-yl]methyl}-2-[(pyridin-2-yl)methyl]-4,5-dihydro-2H-furo[2,3-g]indazol-7-carboxamid